N-[(6-tert-Butoxy-2-pyridyl)sulfonyl]-2-(2,2,4-trimethylpyrrolidin-1-yl)pyridin-3-carboxamid C(C)(C)(C)OC1=CC=CC(=N1)S(=O)(=O)NC(=O)C=1C(=NC=CC1)N1C(CC(C1)C)(C)C